2-isopropyl-3-butenoic acid C(C)(C)C(C(=O)O)C=C